N-Acetyl-Glutamat C(C)(=O)N[C@@H](CCC(=O)[O-])C(=O)[O-]